C(C)(C)(C)NC1CN(CC1)C1=NC2=CC=C(N=C2C=C1)C1=CC2=CN(N=C2C(=C1OCOC)C)C N-tert-butyl-1-{6-[6-(methoxymethoxy)-2,7-dimethylindazol-5-yl]-1,5-naphthyridin-2-yl}pyrrolidin-3-amine